Bromo-6,7-difluoro-1-(triisopropylsilyl)-1H-indole BrC=1N(C2=C(C(=CC=C2C1)F)F)[Si](C(C)C)(C(C)C)C(C)C